tert-butyl (2S,5R)-5-methyl-2-[4-(2,2,2-trifluoroethylamino)phenyl]piperidine-1-carboxylate C[C@@H]1CC[C@H](N(C1)C(=O)OC(C)(C)C)C1=CC=C(C=C1)NCC(F)(F)F